COC(=O)C=1N=C(N2C1CNCC2)C(F)(F)F.N=2C=CN1N=C(C=CC12)C=1C=C(N)C=CC1 3-(imidazo[1,2-b]pyridazin-6-yl)aniline methyl-3-(trifluoromethyl)-5,6,7,8-tetrahydroimidazo[1,5-a]pyrazine-1-carboxylate